ClC1=C(C(=O)OC)C=CC(=C1)Cl methyl 2,4-dichlorobenzoate